C(C)(C)(C)C=1C=C(C=C(C1)C(C)(C)C)N(C1=CC=C(C=N1)C(=O)O)C(C)C 6-[(3,5-di-tert-butylphenyl)(propan-2-yl)amino]pyridine-3-carboxylic acid